C(C)C1=C(C(=O)O)C=CC(=C1)NC=1C=2N(C=CN1)C(=CN2)I 2-ethyl-4-((3-iodoimidazo[1,2-a]pyrazin-8-yl)amino)benzoic acid